C(C)(C)(C)OC(=O)NCCCC(=O)NC=1N=C(N(C1)C)C(=O)O 4-{4-[(tert-butoxycarbonyl)amino]butanamido}-1-methylimidazole-2-carboxylic acid